benzyl (2R)-2-methyl-4-[(1r,3r)-3-{[1-(tert-butoxycarbonyl)piperidin-4-yl]oxy}cyclobutyl]piperazine-1-carboxylate C[C@H]1N(CCN(C1)C1CC(C1)OC1CCN(CC1)C(=O)OC(C)(C)C)C(=O)OCC1=CC=CC=C1